(2R)-N-(4-tert-butylphenyl)-1-cyano-N-[2-(cyclopropylamino)-2-oxo-1-(3-pyridyl)ethyl]pyrrolidine-2-carboxamide C(C)(C)(C)C1=CC=C(C=C1)N(C(=O)[C@@H]1N(CCC1)C#N)C(C(=O)NC1CC1)C=1C=NC=CC1